3-(2-(3-((2-(6-Ethoxy-6-oxohexanoylamino)-2-(1-methyl-1H-pyrazol-4-yl)acetylamino)methyl)-4-methylphenoxy)ethyl)piperidine-1-carboxylic acid tert-butyl ester C(C)(C)(C)OC(=O)N1CC(CCC1)CCOC1=CC(=C(C=C1)C)CNC(C(C=1C=NN(C1)C)NC(CCCCC(=O)OCC)=O)=O